(1S,5S,6S)-5-(5-bromopyridin-2-yl)-6-(methoxycarbonyl)cyclohex-3-ene-1-carboxylic acid BrC=1C=CC(=NC1)[C@H]1C=CC[C@@H]([C@H]1C(=O)OC)C(=O)O